OC1=C(C=CC(=C1)O)C=1N=C(SC1)[C@@H](C(=O)N)CC r-(4-(2,4-dihydroxyphenyl)thiazol-2-yl)butyramide